5'-(2,6-dichloro-4-nitrophenoxy)-6'-methyl-1'H-spiro[cyclobutane-1,3'-indole] ClC1=C(OC=2C=C3C4(CNC3=CC2C)CCC4)C(=CC(=C1)[N+](=O)[O-])Cl